tert-butyl 3-((3-(4-(2-(methylsulfonyl)phenoxy)-3-(trifluoromethyl)phenyl)-1,2,4-oxadiazol-5-yl)methyl)-1-(2-morpholinoethyl)-2,4-dioxo-1,3,8-triazaspiro[4.5]decane-8-carboxylate CS(=O)(=O)C1=C(OC2=C(C=C(C=C2)C2=NOC(=N2)CN2C(N(C3(C2=O)CCN(CC3)C(=O)OC(C)(C)C)CCN3CCOCC3)=O)C(F)(F)F)C=CC=C1